CC1=C2CCN(CC2=CC(=C1)B1OC(C(O1)(C)C)(C)C)C(=O)OC(C)(C)C tert-butyl 5-methyl-7-(4,4,5,5-tetramethyl-1,3,2-dioxaborolan-2-yl)-3,4-dihydroisoquinoline-2(1H)-carboxylate